azepanone nitrogen [N].N1C(CCCCC1)=O